COCC[NH2+]CC(=O)OCC[NH3+] [2-[2-(2-methoxyethylammonio)acetyl]oxyethyl]ammonium